CN(C1CN(CC1)CC1=C(C=C(C=C1)[N+](=O)[O-])C(F)(F)F)C N,N-dimethyl-1-(4-nitro-2-(trifluoromethyl)benzyl)pyrrolidin-3-amine